3-(3-(3-((2-((2-Bromo-3-methylphenyl)amino)-5-(ethoxycarbonyl)pyrimidin-4-yl)amino)propyl)thioureido)propanoic acid BrC1=C(C=CC=C1C)NC1=NC=C(C(=N1)NCCCNC(NCCC(=O)O)=S)C(=O)OCC